ClC1=CC=C(C(=N1)C(=O)O)N[C@H](C)C1=C2N=C(C(=NC2=CC(=C1)C)C#N)N1C(CC1)C(F)(F)F 6-chloro-3-(((1R)-1-(2-cyano-7-methyl-3-(2-(trifluoromethyl)azetidin-1-yl)quinoxalin-5-yl)ethyl)amino)picolinic acid